CCCCCCCCCCCCCCCCCC(=O)O[C@H](COC(=O)CCCCCCCCC/C=C\CCCCCCCCCC)COP(=O)(O)OC[C@@H](C(=O)O)N 1-(11Z-docosenoyl)-2-octadecanoyl-glycero-3-phosphoserine